P(=O)(O)(O)O[C@H]1[C@H]([C@@](O[C@@H]1C)(N1C=NC=2C(=O)NC(N)=NC12)C)O methyl-5'-deoxyguanosine-3'-phosphate